C(C1=CC=CC=C1)NC(C[N+]1(CCCCCC1)CC(=O)NC1=C(SC=C1C)C(NCC1CCN(CC1)C(=O)OC(C)(C)C)=O)=O 1-(2-(benzylamino)-2-oxoethyl)-1-(2-((2-(((1-(tert-butoxycarbonyl)piperidin-4-yl)methyl)carbamoyl)-4-methylthiophen-3-yl)amino)-2-oxoethyl)azepan-1-ium